3,4-dichloro-2-chloromethyl-1-butene ClC(C(=C)CCl)CCl